1-(4-((1H-indazol-5-yl)amino)-2-(3,8-diazabicyclo[3.2.1]oct-8-yl)-5,7-dihydro-6H-pyrrolo[3,4-d]pyrimidin-6-yl)ethan-1-one N1N=CC2=CC(=CC=C12)NC=1C2=C(N=C(N1)N1C3CNCC1CC3)CN(C2)C(C)=O